(1S,2R)-2-((2-(2-cyclopropylethyl)-3'-ethoxy-2'-methyl-[1,1'-biphenyl]-4-yl)carbamoyl)cyclohexane-1-carboxylic acid C1(CC1)CCC1=C(C=CC(=C1)NC(=O)[C@H]1[C@H](CCCC1)C(=O)O)C1=C(C(=CC=C1)OCC)C